OC(CCCN[C@@H](CC1=CC=CC=C1)C(=O)O)C(C)=O 4-hydroxy-5-oxohexyl-phenylalanine